ClC=1C=NC=C(C1[C@@H](C)OC=1C=C2C(=NNC2=CC1OC)C=1C=NC(=C(C1)F)N1CC2(CN(C2)S(=O)(=O)C)C1)Cl 5-[(1R)-1-(3,5-dichloro-4-pyridyl)ethoxy]-3-[5-fluoro-6-(2-methylsulfonyl-2,6-diazaspiro[3.3]heptan-6-yl)-3-pyridyl]-6-methoxy-1H-indazole